C(C1=CC=CC=C1)O[C@H](C(=O)C1=CC(=C(C=C1)F)C)C (S)-2-(benzyloxy)-1-(4-fluoro-3-methylphenyl)propan-1-one